C(C)(C)OC(=O)C=1C(=C(N2C=C(C=C2C1)Br)C(C)N1C=CC=C1)C 2-bromo-6-methyl-5-(1-(pyrrol-1-yl)ethyl)indolizine-7-carboxylic acid isopropyl ester